ClC1=CC(=C(C=C1C1=CC2=C(N=C(N=C2)NC)N2C1=NCC2)NC(=O)NCC(C(C)(C)C)O)F 1-(4-chloro-2-fluoro-5-(2-(methylamino)-8,9-dihydroimidazo[1',2':1,6]pyrido[2,3-d]pyrimidin-6-yl)phenyl)-3-(2-hydroxy-3,3-dimethylbutyl)urea